trans-3-octene-1,1-dicarboxylic anhydride C1(C\C=C\CCCC)C(=O)OC1=O